C(=C)S(=O)(=O)N1CCCCC1 1-(vinylsulfonyl)piperidin